N-benzyl-N-[3-(2-methylpropoxy)-2-pyrrolidin-1-ylpropyl]aniline C(C1=CC=CC=C1)N(C1=CC=CC=C1)CC(COCC(C)C)N1CCCC1